tert-butyl (1R,2R,5S)-2-allyl-3,8-diazabicyclo[3.2.1]octane-8-carboxylate C(C=C)[C@@H]1[C@H]2CC[C@@H](CN1)N2C(=O)OC(C)(C)C